7-((1-(2-(dimethylamino)ethyl)-1H-pyrrolo[2,3-c]pyridin-5-yl)amino)-4-(6-methylpyrazolo[1,5-a]pyridin-3-yl)isoindolin-1-one hydrochloride Cl.CN(CCN1C=CC=2C1=CN=C(C2)NC=2C=CC(=C1CNC(C21)=O)C=2C=NN1C2C=CC(=C1)C)C